2-hydroxy-4-[(3S)-2-oxopyrrolidin-3-yl]Butyric acid OC(C(=O)O)CC[C@@H]1C(NCC1)=O